ethyl 1-methyl-1H-pyrazolo[3,4-c]pyridine-3-carboxylate CN1N=C(C=2C1=CN=CC2)C(=O)OCC